CC(C)[C@@H]1CN(CCN1)C1=CC=C(N=N1)C1=NC=CC=C1O 2-{6-[(3R)-3-(propan-2-yl)piperazin-1-yl]pyridazin-3-yl}pyridin-3-ol